N1(CCC1)C(=O)C=1C=C(CN2C(NC3=C2C=CC=C3)=O)C=CC1 1-(3-(azetidine-1-carbonyl)benzyl)-1,3-dihydro-2H-benzo[d]imidazol-2-one